3-(1-((benzyloxy)carbonyl)pyrrolidin-2-yl)-2-phenyl-2-(3-(trifluoromethyl)phenyl)propanoic acid C(C1=CC=CC=C1)OC(=O)N1C(CCC1)CC(C(=O)O)(C1=CC(=CC=C1)C(F)(F)F)C1=CC=CC=C1